CN(C(=O)C=1N=CN2C1N=NN(C2=O)CC#C)C N,N-dimethyl-4-oxo-3-(prop-2-yn-1-yl)-3,4-dihydroimidazo[5,1-d][1,2,3,5]tetrazine-8-carboxamide